NC1=NC(=C2C(=N1)N(N=C2)CCC2=CC=C(C(=O)NC1=C(C=CC=C1)N)C=C2)C=2OC=CC2 4-(2-(6-amino-4-(furan-2-yl)-1H-pyrazolo[3,4-d]pyrimidin-1-yl)ethyl)-N-(2-aminophenyl)benzamide